ClCCC(=C(C1=CC=CC=C1)C1=CC=C(OCCN2CCC(CC2)CN2C(C(N(C(C2([2H])[2H])([2H])[2H])C=2C(=C3C(N(C(C3=C(C2)F)=O)C2C(NC(CC2)=O)=O)=O)F)([2H])[2H])([2H])[2H])C=C1)C1=CC=CC=C1 5-(4-((1-(2-(4-(4-chloro-1,2-diphenylbut-1-en-1-yl)phenoxy)ethyl)piperidin-4-yl)Methyl)piperazin-1-yl-2,2,3,3,5,5,6,6-d8)-2-(2,6-dioxopiperidin-3-yl)-4,7-difluoroisoindoline-1,3-dione